FC(C(CC(=O)N1CCC(CC1)(O)CN1C=NC=2C(C1=O)=NSC2C=2C=C1CC(CC1=CC2)NC)N2N=C(C=C2)F)F 6-((1-(4,4-difluoro-3-(3-fluoro-1H-pyrazol-1-yl)butyryl)-4-hydroxypiperidin-4-yl)methyl)-3-(2-(methylamino)-2,3-dihydro-1H-inden-5-yl)isothiazolo[4,3-d]pyrimidin-7(6H)-one